(S)-3-((3-(2-(4-chlorophenyl)-2-hydroxyethyl)-1,2,4-oxadiazol-5-yl)methyl)-6-methoxy-1-methylpyrimidine-2,4(1H,3H)-dione ClC1=CC=C(C=C1)[C@H](CC1=NOC(=N1)CN1C(N(C(=CC1=O)OC)C)=O)O